FC(C=1N=C(SC1)NC=1C=C(C=CC1)NC=O)(F)F N-(3-((4-(trifluoromethyl)thiazol-2-yl)amino)phenyl)formamide